ClC=1N=NC(=CC1Cl)Cl 3,4,6-Trichloropyridazine